FC(N1N=CC(=C1)C(=O)N)(F)F 1-(Trifluoromethyl)-1H-pyrazole-4-carboxamide